2-[11-ethyl-9-(3-hydroxypropyl)-1,9-diazatricyclo[6.3.1.04,12]dodeca-2,4(12),5,7-tetraen-2-yl]-7-methoxy-1-prop-2-ynyl-benzimidazole-5-carboxylic acid methyl ester COC(=O)C1=CC2=C(N(C(=N2)C=2N3C(CN(C4=CC=CC(C2)=C34)CCCO)CC)CC#C)C(=C1)OC